COC(NC1=CC=C2C3=C(NC([C@H](CCCCCNC2=C1)NC(\C=C\C1=C(C=CC(=C1)Cl)N1N=NN=C1)=O)=N3)Br)=O {(S)-17-Bromo-14-[(E)-3-(5-chloro-2-tetrazol-1-yl-phenyl)-acryloylamino]-8,16,18-triaza-tricyclo[13.2.1.02,7]octadeca-1(17),2,4,6,15(18)-pentaen-5-yl}-carbamic Acid methyl ester